CC1(CC(=C(CC1)CN1CCN(CC1)C1=CC=C(C(=O)O)C=C1)C12CC(C1)(C2)C)C 4-(4-((4,4-Dimethyl-2-(3-methylbicyclo[1.1.1]pentan-1-yl)cyclohex-1-en-1-yl)methyl)piperazin-1-yl)benzoic acid